methyl 2-[4-[1-(2,6-dibenzyloxy-3-pyridyl)-2-oxo-benzo[cd]indol-6-yl]phenyl]acetate C(C1=CC=CC=C1)OC1=NC(=CC=C1N1C(C2=C3C(C(=CC=C13)C1=CC=C(C=C1)CC(=O)OC)=CC=C2)=O)OCC2=CC=CC=C2